C(C1=CC=CC=C1)OC(=O)N[C@H](C(=O)O)CCO (2S)-2-(benzyloxycarbonylamino)-4-hydroxy-butyric acid